COCC1=NN2C(S1)=NC(=C2CN2CC(=CC2=O)[C@H]2[C@@H](C2)C(F)(F)F)C(F)(F)F 1-[[2-(methoxymethyl)-6-(trifluoro-methyl)imidazo[2,1-b][1,3,4]thiadiazol-5-yl]methyl]-3-[(1R,2R)-2-(trifluoromethyl)cyclopropyl]-2H-pyrrol-5-one